N4-cyclobutyl-N6-(2-methoxy-4-(morpholinosulfonyl)phenyl)-3-(trifluoromethyl)-1H-pyrrolo[2,3-b]pyridine-4,6-diamine C1(CCC1)NC=1C2=C(N=C(C1)NC1=C(C=C(C=C1)S(=O)(=O)N1CCOCC1)OC)NC=C2C(F)(F)F